(2R,3R)-2-amino-3-methyl-N-(2-morpholinoethyl)-pentanamide N[C@@H](C(=O)NCCN1CCOCC1)[C@@H](CC)C